methyl 2-(4-(3-(2,4-dichlorophenyl)-2,3-dihydrobenzo[b][1,4]dioxin-5-yl)-2,5-difluorobenzyl)-1-(((S)-oxetan-2-yl) methyl)-1H-benzo[d]imidazole-6-carboxylate ClC1=C(C=CC(=C1)Cl)C1OC2=C(OC1)C=CC=C2C2=CC(=C(CC1=NC3=C(N1C[C@H]1OCC1)C=C(C=C3)C(=O)OC)C=C2F)F